4-[5-(2-aminoethyl)pyrimidin-2-yl]-3-(2-methyl-6-morpholin-4-ylpyridin-4-yl)oxybenzeneCarbonitrile NCCC=1C=NC(=NC1)C1=C(C=C(C=C1)C#N)OC1=CC(=NC(=C1)N1CCOCC1)C